TETRAHYDROPYRAN-4-YLACETALDEHYDE O1CCC(CC1)CC=O